5-[3-[4-(4-bromophenyl)piperazin-1-yl]-2-hydroxy-propyl]1-oxo-isoindoline BrC1=CC=C(C=C1)N1CCN(CC1)CC(CC=1C=C2CNC(C2=CC1)=O)O